(rac)-((1s,3s)-3-hydroxy-3-methylcyclobutyl)(6-(4-methylbenzyl)-2-azaspiro[3.4]oct-2-yl)methanone OC1(CC(C1)C(=O)N1CC2(C1)C[C@H](CC2)CC2=CC=C(C=C2)C)C |r|